C1(CC1)N1CCC(CC1)C=1N=C2N(C=C(C=C2F)C=2C=C(C=3N(N2)C=C(N3)C)C)C1 6-[2-(1-cyclopropyl-4-piperidinyl)-8-fluoro-imidazo[1,2-a]pyridin-6-yl]-2,8-dimethyl-imidazo[1,2-b]pyridazine